2-(((5-Bromothiophen-2-yl)methyl)(methyl)amino)-N-(3,4-dichlorobenzyl)acetamide BrC1=CC=C(S1)CN(CC(=O)NCC1=CC(=C(C=C1)Cl)Cl)C